3-amino-N-(2-{7-amino-6-methoxy-4-azaspiro[2.4]heptan-4-yl}-5,6,7,8-tetrahydroquinolin-6-yl)-6-methylthieno[2,3-b]pyridine-2-carboxamide NC1=C(SC2=NC(=CC=C21)C)C(=O)NC2CC=1C=CC(=NC1CC2)N2C1(CC1)C(C(C2)OC)N